FC1=C(C(=O)N(C)C)C(=CC=C1[N+](=O)[O-])N1CCN(CC1)C 2-fluoro-N,N-dimethyl-6-(4-methylpiperazin-1-yl)-3-nitrobenzamide